C1(CC1)CN1C(=CC=2C1=NC(=CC2)[C@@H](C)NC(=O)N2CC(C2)(F)F)C2=NC1=C(N2C)C(=CC(=C1)C(=O)OCC)OC ethyl (R)-2-(1-(cyclopropylmethyl)-6-(1-(3,3-difluoroazetidine-1-carboxamido)ethyl)-1H-pyrrolo[2,3-b]pyridin-2-yl)-7-methoxy-1-methyl-1H-benzo[d]imidazole-5-carboxylate